phenyl-5-pentanol C1(=CC=CC=C1)CCCCCO